O1-tert-butyl O2-methyl (2S,4R)-4-[tert-butyl(dimethyl)silyl]oxypyrrolidine-1,2-dicarboxylate [Si](C)(C)(C(C)(C)C)O[C@@H]1C[C@H](N(C1)C(=O)OC(C)(C)C)C(=O)OC